5-(4-methoxyphenyl)-1,3,4-thiadiazole-2-carbohydrazide COC1=CC=C(C=C1)C1=NN=C(S1)C(=O)NN